BrC=1C=C(C=CC1)[C@H](C1CC1)C1=NN=CN1C (S)-((3-bromophenyl)cyclopropylmethyl)-4-methyl-4H-1,2,4-triazole